C(C)OC(=O)C1=C(N=C(S1)C1=CC=C2C(=NNC2=C1)C(NC)=O)C.B([O-])([O-])[O-].[Li+].[Li+].[Li+] Lithium borate ethyl-4-methyl-2-(3-(methyl-carbamoyl)-1H-indazol-6-yl)thiazole-5-carboxylate